1-methyl-4,9-dihydro-3H-pyrido[3,4-b]-indol-7-yl propionate C(CC)(=O)OC1=CC=C2C3=C(NC2=C1)C(=NCC3)C